CC1=C(C(=CC(=C1)C)C)C1=NNC(C2=CC=CC=C12)=O 4-(2,4,6-trimethylphenyl)-2,3-naphthyridin-1-one